O=C1C=C(CCC1)C(=O)O 3-oxocyclohex-1-ene-1-carboxylic acid